4-(6-(1-methyl-1H-pyrazol-4-yl)pyrazolo[1,5-a]pyridin-3-yl)cyclohexan-1-ol CN1N=CC(=C1)C=1C=CC=2N(C1)N=CC2C2CCC(CC2)O